(3S,4R,5S,6S)-6-(3-(4-chlorobenzyl)-4-methylphenyl)tetrahydro-2H-pyran ClC1=CC=C(CC=2C=C(C=CC2C)[C@@H]2CCCCO2)C=C1